SC1(C(C2(C(C(C3=CC=CC=C23)(C)C)(C)C)C2=CC=CC=C12)(S)S)S tetramercaptotetramethyl-1,1'-spirobiindane